5,6-diamino-1,3-dihydro-2H-benzimidazol-2-one NC1=CC2=C(NC(N2)=O)C=C1N